ClC=1C=CC(=C(CN(C(C=C)=O)CCC2=CC=C(C=C2)S(NCC#C)(=O)=O)C1)OCCC N-(5-chloro-2-propoxybenzyl)-N-(4-(N-(prop-2-yn-1-yl)sulfamoyl)phenethyl)acrylamide